C(C1=CC=CC=C1)OC[C@H]([C@H](C)O)NC(OC(C)(C)C)=O tertbutyl ((2R,3S)-1-(benzyloxy)-3-hydroxybutan-2-yl)carbamate